CC1=C(C(=CC(=C1)C)C)S(=O)(=O)O.ON1C(CCC1=O)=O N-hydroxysuccinimide 2,4,6-trimethylbenzenesulfonate